FC=1C(=NC(=CC1)C(F)(F)F)C1=NN(C=C1[N+](=O)[O-])C1CCC(CC1)N1CCOCC1 4-((1r,4r)-4-(3-(3-fluoro-6-(trifluoromethyl)pyridin-2-yl)-4-nitro-1H-pyrazol-1-yl)cyclohexyl)morpholine